(1s,4s)-4-((5-(2-(Azetidin-1-yl)ethoxy)-6'-((2-(1-(cyclopropylsulfonyl)-1H-pyrazol-4-yl)pyrimidin-4-yl)amino)-[2,3'-bipyridin]-4'-yl)amino)-1-methylcyclohexan-1-ol N1(CCC1)CCOC=1C=CC(=NC1)C=1C=NC(=CC1NC1CCC(CC1)(O)C)NC1=NC(=NC=C1)C=1C=NN(C1)S(=O)(=O)C1CC1